((R)-1-((R)-4-(ethylamino)-4-oxo-2-(pyrazine-2-carboxamido)butanamido)-4-phenylbutyl)boronic acid C(C)NC(C[C@H](C(=O)N[C@@H](CCCC1=CC=CC=C1)B(O)O)NC(=O)C1=NC=CN=C1)=O